N[C@H](CN(CC(=O)O)C(CN1C2=NC=NC(=C2N=C1)N)=O)CO (R)-N-(2-amino-3-hydroxypropyl)-N-(2-(6-amino-9H-purin-9-yl)acetyl)glycine